3,3-dimethyl-1-(6-oxo-6-(prop-2-yn-1-ylamino)hexyl)-2-((1E,3E)-5-((E)-1,3,3-trimethyl-5-sulfonatoindolin-2-ylidene)penta-1,3-dien-1-yl)-3H-indol-1-ium-5-sulfonate CC1(C(=[N+](C2=CC=C(C=C12)S(=O)(=O)[O-])CCCCCC(NCC#C)=O)\C=C\C=C\C=C/1\N(C2=CC=C(C=C2C1(C)C)S(=O)(=O)[O-])C)C